[I-].C(C)OC(CC1=CC=[N+](C=C1)CCO)=O 4-(2-ethoxy-2-oxoethyl)-1-(2-hydroxyethyl)pyridin-1-ium iodide